2-(4-chloro-3-fluorophenoxy)-N-[(3S)-3-hydroxy-4-{2-[4-(trifluoromethyl)phenoxy]acetamido}bicyclo[2.2.2]octan-1-yl]acetamide ClC1=C(C=C(OCC(=O)NC23C[C@@H](C(CC2)(CC3)NC(COC3=CC=C(C=C3)C(F)(F)F)=O)O)C=C1)F